octadecanic acid C(CCCCCCCCCCCCCCCCC)(=O)O